N-(3-fluorophenyl)-2-{methyl[2-(4-methylpyridin-2-yl)-5H,6H,7H-cyclopenta[d]pyrimidin-4-yl]amino}acetamide FC=1C=C(C=CC1)NC(CN(C=1C2=C(N=C(N1)C1=NC=CC(=C1)C)CCC2)C)=O